O1CCC(CC1)N1C=CC2=CC=CC=C12 1-(tetrahydro-2H-pyran-4-yl)-1H-indole